alpha-(dimethylamino)-2beta-ethoxy-3alpha-hydroxy-5alpha-pregnan-20-one CN(C(C)O[C@@H]1[C@H](C[C@@H]2CC[C@H]3[C@@H]4CC[C@H](C(C)=O)[C@]4(CC[C@@H]3[C@]2(C1)C)C)O)C